dihexadecyl 8,13-diimino-4,17-dithia-9,12-diazaicosanedioate N=C(CCCSCCC(=O)OCCCCCCCCCCCCCCCC)NCCNC(CCCSCCC(=O)OCCCCCCCCCCCCCCCC)=N